ClC=1C(=NC(=NC1)NC1=CC(=C(C=C1)N1CC2(C1)CCC(CC2)N(C)C)C)NC2=C(C=CC=C2)P(C)(C)=O (2-((5-chloro-2-((4-(7-(dimethylamino)-2-azaspiro[3.5]nonan-2-yl)-3-methylphenyl)amino)pyrimidin-4-yl)amino)phenyl)dimethylphosphine oxide